BrC=1C(=NC=CC1C)N1CC2(CCN2C)C1 6-(3-bromo-4-methylpyridin-2-yl)-1-methyl-1,6-diazaspiro[3.3]heptane